ClC=1C(N(N=CC1I)C)=O 4-chloro-5-iodo-2-methyl-pyridazin-3-one